perhydromethylbenzyl-naphthalene CC1(CCCC2CCCCC12)CC1=CC=CC=C1